ClC=1N=C(C2=C(N1)C(=C(N=C2)Cl)F)N2CC1N(C(C2)C1)C(=O)OC(C)(C)C tert-butyl 3-(2,7-dichloro-8-fluoropyrido[4,3-d]pyrimidin-4-yl)-3,6-diazabicyclo[3.1.1]heptane-6-carboxylate